ClC=1C=C2C(=CC1)NC(C21CCN(CC1)CC=1N=NN(C1)CC(CO)(C)CO)=O 5-chloro-1'-[[1-[3-hydroxy-2-(hydroxymethyl)-2-methyl-propyl]triazol-4-yl]methyl]spiro[indoline-3,4'-piperidine]-2-one